(5-chloro-2-pyridyl)-pyrrolo[3,4-b]pyrazine-5,7-dione ClC=1C=CC(=NC1)C1=CN=C2C(=N1)C(NC2=O)=O